C(C)(C)(C)OC(=O)N1C[C@@H](CC1)OC=1SC(=CN1)[C@H]1N([C@@H](CC2=C1N(C1=CC=CC=C21)C(=O)OC(C)(C)C)C)CC(C)(C)F tert-Butyl (1S,3R)-1-(2-(((R)-1-(tert-butoxycarbonyl)pyrrolidin-3-yl)oxy)thiazol-5-yl)-2-(2-fluoro-2-methylpropyl)-3-methyl-1,2,3,4-tetrahydro-9H-pyrido[3,4-b]indole-9-carboxylate